O=C([C@H](O)[C@@H](O)[C@H](O)[C@H](O)C(=O)[O-])O.[NH4+] monoammonium glucarate salt